[O-]CCC.[Co+2].[O-]CCC Cobalt propoxide